C(#CC)C=1NC=CN1 2-propyne-1-yl-1H-imidazole